NC=1C=C(C=CC1C)NC(=O)C=1C=C2C(=NN(C2=CC1)C)I N-(3-amino-4-methylphenyl)-3-iodo-1-methyl-1H-indazole-5-carboxamide